N1(CCCCC1)C1=CC=CC2=C1NC(=N2)C2=NNC=C2NC=2C1=C(N=CN2)NC=C1 N-(3-(7-(piperidin-1-yl)-1H-benzo[d]imidazol-2-yl)-1H-pyrazol-4-yl)-7H-pyrrolo[2,3-d]pyrimidin-4-amine